[Si](C)(C)(C(C)(C)C)OC(CN1C(=NC(=C1C1=CC=CC=C1)C(=O)N)COCC)(C)C 1-{2-[(tert-butyldimethylsilyl)oxy]-2-methylpropyl}-2-(ethoxymethyl)-5-phenyl-1H-imidazole-4-carboxamide